2-[3-(2-methoxyethoxy)pyridin-4-yl]-1,5,6,7-tetrahydro-4H-pyrrolo[3,2-c]pyridin-4-one COCCOC=1C=NC=CC1C1=CC=2C(NCCC2N1)=O